C(C)(=O)[O-].[Al+3].FC=1C=C(C=CC1F)NC(=O)N1CCSCC1.C(C)(=O)[O-].C(C)(=O)[O-] N-(3,4-difluorophenyl)thiomorpholine-4-carboxamide aluminum acetic acid salt